CC1=CC=CC(=N1)C1=NNC=C1C1=NC2=CC=CN=C2C=C1 2-[3-(6-methyl-2-pyridinyl)-1H-pyrazole-4-yl]-1,5-naphthyridine